C(C)(C)(C)OC(=O)N1CCN(CC1)C1=NC(=NC2=C(C(=C(C=C12)C(F)F)Br)F)OC[C@H]1N(CCC1)C (S)-4-(7-bromo-6-(difluoromethyl)-8-fluoro-2-((1-methylpyrrolidin-2-yl)methoxy)quinazolin-4-yl)piperazine-1-carboxylic acid tert-butyl ester